FC1=C(C=CC(=C1)OC1=NC=CC(=C1)C(F)(F)F)CCNC1=NC=NC2=CC=CC=C12 N-[2-(2-fluoro-4-{[4-(trifluoromethyl)pyridin-2-yl]oxy}phenyl)ethyl]quinazoline-4-amine